C(CC)C1C(N(CCCC1)CCC)(CCC)CCC tetra-n-propylazepane